(7R)-3-cyclopropyl-N-(2-fluoro-2-methylpropyl)-7-[[6-(2-methyltetrazol-5-yl)pyridin-3-yl]amino]-7,8-dihydro-6H-cyclopenta[g]isoquinoline-5-sulfonamide C1(CC1)C=1N=CC=2C=C3C(=C(C2C1)S(=O)(=O)NCC(C)(C)F)C[C@@H](C3)NC=3C=NC(=CC3)C=3N=NN(N3)C